FC(CN1N=CC=2C1=NC(=CN2)N2CCC1(CCC1COC1=NC(=CC=C1)C(F)(F)F)CC2)F 7-[1-(2,2-difluoroethyl)-1H-pyrazolo[3,4-b]pyrazin-6-yl]-1-({[6-(trifluoromethyl)pyridin-2-yl]oxy}methyl)-7-azaspiro[3.5]nonane